C(C)OC(COC1=NN(C(=C1)C1=CC(=C(C(=C1)OC)OC)OC)C1=CC=CC=C1)=O Ethyl-{[1-phenyl-5-(3,4,5-trimethoxyphenyl)-1H-pyrazol-3-yl]oxy}acetat